N1CC(C1)OC1=NC=2N(C(=C1)NCC1=CC=C(C=C1)C1=NC=CC=C1)N=CC2C2CC2 5-(azetidin-3-yloxy)-3-cyclopropyl-N-(4-(pyridin-2-yl)benzyl)pyrazolo[1,5-a]pyrimidin-7-amine